5-Bromo-7-hydroxy-4,4-dimethylchroman-2-one BrC1=C2C(CC(OC2=CC(=C1)O)=O)(C)C